[C].CC(=O)C methyl ketone carbon